FC1=CC=C(C=C1)[C@H](C)NC1=NC(=CC(=N1)NC1=NC=CN=C1)C=1C=NN(C1)C (S)-N2-(1-(4-fluorophenyl)ethyl)-6-(1-methyl-1H-pyrazol-4-yl)-N4-(pyrazin-2-yl)pyrimidine-2,4-diamine